(2S)-2-[[(1S)-1-carboxy-5-[(4-(123I)iodanylphenyl)methylamino]pentyl]carbamoylamino]pentanedioic acid C(=O)(O)[C@H](CCCCNCC1=CC=C(C=C1)[123I])NC(=O)N[C@H](C(=O)O)CCC(=O)O